C(CCCCCCCCCC1=CC=C(C=C1)O)C1=CC=C(C=C1)O 4,4'-decylenebisphenol